N-((R)-1-(4-carbamimidoylthiophen-2-yl)ethyl)-2-((9,9-difluoro-9H-fluorene-3-carbonyl)glycyl)-5-((3-(dimethylamino)propoxy)methyl)-2-azabicyclo[3.1.0]hexane-3-carboxamide C(N)(=N)C=1C=C(SC1)[C@@H](C)NC(=O)C1N(C2CC2(C1)COCCCN(C)C)C(CNC(=O)C=1C=CC=2C(C3=CC=CC=C3C2C1)(F)F)=O